CC1([C@@H]2N(C[C@@H](C(C2)=O)C1)C1=CC=CC=C1)C (1R,4S)-7,7-dimethyl-2-phenyl-2-azabicyclo[2.2.2]octan-5-one